C[C@H]1CC[C@@H](NC1)C=1C=C2C=NNC2=CC1 |r| 5-[rac-(2R,5S)-5-methyl-2-piperidyl]indazole